Ethyl 4,4-difluorocyclohexane-carboxylate FC1(CCC(CC1)C(=O)OCC)F